dihexylpentyldimethylammonium phosphate P(=O)([O-])([O-])[O-].C(CCCCC)C([NH+](C)CCCCC)CCCCCC.C(CCCCC)C(CCCCCC)[NH+](CCCCC)C.C(CCCCC)C(CCCCCC)[NH+](CCCCC)C